(+/-)-trans-methyl 3-((2-(5-fluoro-1-tosyl-1H-pyrrolo[2,3-b]pyridin-3-yl)pyrido[2,3-d]pyrimidin-4-yl)amino)bicyclo[2.2.2]octane-2-carboxylate FC=1C=C2C(=NC1)N(C=C2C=2N=C(C1=C(N2)N=CC=C1)NC1C(C2CCC1CC2)C(=O)OC)S(=O)(=O)C2=CC=C(C)C=C2